(2S,4r)-1-[(2S)-2-(4-cyclopropyl-triazol-1-yl)-3,3-dimethyl-butyryl]-N-[(1,1-dioxothian-3-yl)methyl]-4-hydroxy-pyrrolidine-2-carboxamide C1(CC1)C=1N=NN(C1)[C@H](C(=O)N1[C@@H](C[C@H](C1)O)C(=O)NCC1CS(CCC1)(=O)=O)C(C)(C)C